C#CC#CC#CC hepta-1,3,5-triyne